N,N-diethylaminoethyl (Z)-7-{(1R,2R,3R,5S)-3,5-dihydroxy-2-[(3R)-3-hydroxy phenylpentyl]cyclopentyl}-5-heptenoate O[C@H]1[C@@H]([C@H]([C@H](C1)O)C\C=C/CCCC(=O)OCCN(CC)CC)CCCCCC1=CC(=CC=C1)O